(2R)-1-(2-iodophenoxy)propan-2-ol IC1=C(OC[C@@H](C)O)C=CC=C1